C1C(CCCC)O1 Epoxyhexan